C/C(/C(=O)O)=C/C1=CC=C(C=C1)[N+](=O)[O-] (Z)-2-methyl-3-(4-nitrophenyl)acrylic acid